5-(2-(4-((3-chloro-4-(trifluoromethoxy)benzyl)amino)butoxy)ethoxy)benzo[c][2,6]naphthyridine-8-carboxamide ClC=1C=C(CNCCCCOCCOC2=NC3=C(C4=CN=CC=C24)C=CC(=C3)C(=O)N)C=CC1OC(F)(F)F